2-hexyldecyl-8-(decylamino)octadecenoic acid C(CCCCC)C(CC(C(=O)O)=CCCCCC(CCCCCCCCCC)NCCCCCCCCCC)CCCCCCCC